1H-pyrazolo[3,4-b]pyridin-4-ylboronic acid N1N=CC=2C1=NC=CC2B(O)O